(4-((4-fluorophenyl)sulfonyl)-3,4-dihydro-2H-benzo[b][1,4]oxazin-6-yl)-2,3-dihydrobenzo[b][1,4]dioxin-6-sulfonamide FC1=CC=C(C=C1)S(=O)(=O)N1C2=C(OCC1)C=CC(=C2)C2COC1=C(O2)C=CC(=C1)S(=O)(=O)N